OC1N(CC2(C1)CCC(CC2)(F)F)C(=O)[O-] 3-hydroxy-8,8-difluoro-2-azaspiro[4.5]decane-2-carboxylate